CCCCCCCCCCCCCCCC(=O)NCCOP(=O)(O)OC[C@@H](COC(=O)CCCCCCC/C=C\\CCCCCCCC)OC(=O)CCCCCCC/C=C\\CCCCCCCC The molecule is an N-acylphosphatidylethanolamine in which the N-acyl group is specified as palmitoyl while the phosphatidyl acyl groups are both specified as oleoyl. It derives from an oleic acid and a hexadecanoic acid. It is a conjugate acid of a N-palmitoyl-1,2-dioleoyl-sn-glycero-3-phosphoethanolamine(1-).